4-([1,4'-bipiperidin]-1'-yl)-6-butoxy-3-((3,4-dimethoxyphenyl)sulfonyl)quinoline N1(CCCCC1)C1CCN(CC1)C1=C(C=NC2=CC=C(C=C12)OCCCC)S(=O)(=O)C1=CC(=C(C=C1)OC)OC